(1R,2R)-1-((2R,3R,4S,6R)-3-acetamido-4-acetoxy-6-(methoxycarbonyl)-6-(p-tolylthio)tetrahydro-2H-pyran-2-yl)-3-(3-chlorobenzamido)propane-1,2-diyl diacetate C(C)(=O)O[C@H]([C@@H](CNC(C1=CC(=CC=C1)Cl)=O)OC(C)=O)[C@@H]1O[C@](C[C@@H]([C@H]1NC(C)=O)OC(C)=O)(SC1=CC=C(C=C1)C)C(=O)OC